3',4'-dichloro-5-fluoro-2-biphenylamine ClC=1C=C(C=CC1Cl)C=1C(=CC=C(C1)F)N